2-(8-(2-fluorobenzyl)imidazo[1,2-a]pyrazin-6-yl)-5-methylpyrimidin-4-ol FC1=C(CC=2C=3N(C=C(N2)C2=NC=C(C(=N2)O)C)C=CN3)C=CC=C1